CN1N=CC=2C1=NC=NC2SCC(=O)C2=CC=C(S2)CNC(C(C)(C)C)=O N-((5-(2-((1-methyl-1H-pyrazolo[3,4-d]pyrimidin-4-yl)thio)acetyl)thiophen-2-yl)methyl)pivalamide